C1(=CC=CC=C1)[C@H]1[C@@H](C1)NC(=O)[C@@H]1CN(CC[C@H]1NC(=O)C1=NOC(=C1)C1=C(C=C(C=C1)F)F)C1CCCCC1 (3R,4R)-1-Cyclohexyl-4-{[5-(2,4-difluoro-phenyl)-isoxazole-3-carbonyl]-amino}-piperidine-3-carboxylic acid ((1R,2S)-2-phenyl-cyclopropyl)-amide